3-[8-(3,5-dimethoxyphenyl)-2,2-dimethyl-2H-chromen-6-yl]-N-(4-methoxyphenyl)acrylamide COC=1C=C(C=C(C1)OC)C=1C=C(C=C2C=CC(OC12)(C)C)C=CC(=O)NC1=CC=C(C=C1)OC